6-Chloro-7,8-dihydro-9H-imidazo[4,5,1-ij]quinolin-9-one ClC=1C=CN2C3=C(C(CCC13)=O)N=C2